3-(5-bromo-2-methoxyphenyl)benzisoxazole BrC=1C=CC(=C(C1)C1=NOC2=C1C=CC=C2)OC